(3S,4R)-3-(3-(2-hydroxy-4-(trifluoro-methyl)phenyl)-4-methyl-7H-imidazo[4,5-c]pyridazin-7-yl)-1-methylpiperidin-4-ol OC1=C(C=CC(=C1)C(F)(F)F)C1=C(C2=C(N=N1)N(C=N2)[C@H]2CN(CC[C@H]2O)C)C